1-[(3aS,7R,7aR)-7-hydroxy-2,2-dimethyl-4,6,7,7a-tetrahydro-3aH-[1,3]dioxolo[4,5-c]pyridin-5-yl]-6-benzyloxy-hexan-1-one O[C@H]1[C@@H]2[C@H](CN(C1)C(CCCCCOCC1=CC=CC=C1)=O)OC(O2)(C)C